ClC=1C(=NC(=NC1)NC1=C(C=C(C(=C1)C)C=1C[C@@H](N[C@@H](C1)C1CCCCC1)C1CCCCC1)OC(C)C)NC1=C(C=CC=C1)S(=O)(=O)C(C)C 5-chloro-N2-(4-((cis)-2,6-dicyclohexyl-1,2,3,6-tetrahydropyridin-4-yl)-2-isopropoxy-5-methylphenyl)-N4-(2-(isopropylsulfonyl)phenyl)pyrimidine-2,4-diamine